2,2'-iminodiacetic acid N(CC(=O)O)CC(=O)O